ClC=1C=C(C=CC1)/C=C/C(=O)C1=C(C=C(C=C1OC)OC)O (E)-3-(3-chlorophenyl)-1-(2-hydroxy-4,6-dimethoxyphenyl)prop-2-en-1-one